O1CC(C=C1)=O 3(2H)-Furanon